NN1CCS(CC1)(=O)=O N-aminothiomorpholine 1,1-dioxide